C(#N)C1=CC(=C(C=C1)COC1=CC=CC(=N1)C1=CC(=C(C=C1F)CC=1N(C2=C(N1)C=CC(=C2)C(=O)O)[C@H]2COCC2(C)C)F)F (R)-2-[[4-[6-[(4-cyano-2-fluoro-phenyl)methoxy]-2-pyridyl]-2,5-difluoro-phenyl]methyl]-3-(4,4-dimethyltetrahydrofuran-3-yl)benzimidazole-5-carboxylic acid